6-tert-butoxycarbonyl-2-(4-nitrophenyl)-5,7-dihydropyrrolo[3,4-b]pyridine-3-carboxylic acid C(C)(C)(C)OC(=O)N1CC2=NC(=C(C=C2C1)C(=O)O)C1=CC=C(C=C1)[N+](=O)[O-]